FC1(CCN(CC1)C1=C(C=CC(=N1)C=1N=NN(C1)C1=C(C=C(C=C1)NS(=O)(=O)CCO)N1CCC2(CC2)CC1)C(C)(C)O)F N-(4-(4-(6-(4,4-difluoropiperidin-1-yl)-5-(2-hydroxypropan-2-yl)pyridin-2-yl)-1H-1,2,3-triazol-1-yl)-3-(6-azaspiro[2.5]octan-6-yl)phenyl)-2-hydroxyethanesulfonamide